(S)-N'-((3-chloro-2-fluoro-6-(2-methoxypyridin-4-yl)phenyl)carbamoyl)-6,7-dihydro-5H-pyrazolo[5,1-b][1,3]oxazine-3-sulfonimidamide ClC=1C(=C(C(=CC1)C1=CC(=NC=C1)OC)NC(=O)N=[S@@](=O)(N)C=1C=NN2C1OCCC2)F